ClC1=CC=C2CC(C(C2=C1)O)C 6-chloro-2-methyl-2,3-dihydro-1H-inden-1-ol